FC1=C(C(=C(C=2N=C(OC(C21)=O)C)F)F)F 5,6,7,8-tetrafluoro-2-methyl-4H-benzo[d][1,3]oxazin-4-one